peroxycitric acid C(CC(O)(C(=O)O)CC(=O)O)(=O)OO